ClC1=C(OCC=2C=C(C=CC2)S(=O)(=O)O)C=CC(=C1)C(F)(F)F 3-((2-chloro-4-(trifluoromethyl)phenoxy)-methyl)benzenesulfonic acid